methylthieno[3,2-b]pyridin CC1=CC2=NC=CC=C2S1